2-((6-chloropyridazin-4-yl)oxy)-1-fluoro-8,9,10,11-tetrahydro-5H-pyrido[3',4':4,5]pyrrolo[2,3-f]isoquinolin-7(6H)-one ClC1=CC(=CN=N1)OC=1N=CC=2CCC3=C(C2C1F)NC1=C3C(NCC1)=O